5-(4-(3-Fluorophenyl)-1H-imidazol-5-yl)-1H-indazole FC=1C=C(C=CC1)C=1N=CNC1C=1C=C2C=NNC2=CC1